FC1=CC(=C(C=C1)N1CN(C(C2=CC=C(C=C12)C(F)(F)F)=O)C1=CN(C(C=C1)=O)C)C 1-(4-fluoro-2-methylphenyl)-3-(1-methyl-6-oxo-1,6-dihydropyridin-3-yl)-7-(trifluoromethyl)-2,3-dihydroquinazolin-4(1H)-one